4-(6-((3S,4s)-3-amino-4-((5-fluoro-6-methoxypyridin-3-yl)oxy)pyrrolidin-1-yl)pyridin-3-yl)-6-ethoxypyrazolo[1,5-a]pyridine-3-carbonitrile N[C@H]1CN(C[C@@H]1OC=1C=NC(=C(C1)F)OC)C1=CC=C(C=N1)C=1C=2N(C=C(C1)OCC)N=CC2C#N